BrC1=C(C=C2C(=NC(=NC2=C1F)Cl)N1CCN(CC1)C(=O)OC(C)(C)C)Cl tert-Butyl 4-(7-bromo-2,6-dichloro-8-fluoroquinazolin-4-yl)piperazine-1-carboxylate